C(#N)C1=CC=C(C=C1)N1C(C2=CC=C(C=C2CC1)OC\C(\CNC(OC(C)(C)C)=O)=C/F)=O t-butyl N-[(Z)-2-[[2-(4-cyanophenyl)-1-oxo-3,4-dihydroisoquinolin-6-yl]oxymethyl]-3-fluoro-allyl]carbamate